(5-bromo-2-methylphenyl)pyrido[3,4-d]pyrimidin-8-amine BrC=1C=CC(=C(C1)C=1N=CC2=C(N1)C(=NC=C2)N)C